4-amino-6,7-dimethoxy-2-(5-methanesulfonamido-1,2,3,4-tetrahydroisoquinol-2-yl)-5-(2-pyridyl)quinazoline 4-tert-butylcyclohexyl-acetate C(C)(C)(C)C1CCC(CC1)CC(=O)O.NC1=NC(=NC2=CC(=C(C(=C12)C1=NC=CC=C1)OC)OC)N1CC2=CC=CC(=C2CC1)NS(=O)(=O)C